FC=1C=C(C=C(C1F)F)NC(=O)[C@@H]1CN(CC1)C(=O)C=1NC(=CC1)C=1C(=NN(C1C)C)C (S)-N-(3,4,5-trifluorophenyl)-1-(5-(1,3,5-trimethyl-1H-pyrazol-4-yl)-1H-pyrrole-2-carbonyl)pyrrolidine-3-carboxamide